C1(CCC1)[C@H](C1=CC=2N(N=C1)C=C(N2)[C@@H](NC(=O)C2=CC=NN2C(C([2H])([2H])[2H])([2H])[2H])C2CCC(CC2)(F)F)NC(C[C@H](C(F)(F)F)C)=O |o1:4,41| N-((S)-(7-((R*)-Cyclobutyl((R*)-4,4,4-trifluoro-3-methylbutanamido)methyl)imidazo[1,2-b]pyridazin-2-yl)(4,4-difluorocyclohexyl)methyl)-1-(ethyl-d5)-1H-pyrazole-5-carboxamide